3-(1-oxo-5-((2-(3-(5-(trifluoro-methyl)pyridin-3-yl)azetidin-1-yl)cyclohexyl)oxy)isoindolin-2-yl)piperidine-2,6-dione O=C1N(CC2=CC(=CC=C12)OC1C(CCCC1)N1CC(C1)C=1C=NC=C(C1)C(F)(F)F)C1C(NC(CC1)=O)=O